3-amino-N-[(6S)-2-[(2R,3R)-3-amino-2-(methoxymethyl)pyrrolidin-1-yl]-5,6,7,8-tetrahydroquinolin-6-yl]-6-methylthieno[2,3-b]pyridine-2-carboxamide NC1=C(SC2=NC(=CC=C21)C)C(=O)N[C@@H]2CC=1C=CC(=NC1CC2)N2[C@H]([C@@H](CC2)N)COC